C(N(CC(=O)[O-])CC(=O)O)CN(CC(=O)[O-])CC(=O)[O-].[Na+].[Ca+2] Calcium-Natrium edetat